ethyl-(E)-N-[1-(3-ethyl-5-fluoro-1-benzofuran-2-yl)-2,2,2-trifluoroethylidene]hydroxylamine C(C)O/N=C(/C(F)(F)F)\C=1OC2=C(C1CC)C=C(C=C2)F